2-[4-Fluoro-3-(7-morpholin-4-yl-quinazolin-4-yl)-phenyl]-2-thieno-[2,3-d]pyridazin-7-yl-acetamide FC1=C(C=C(C=C1)C(C(=O)N)C=1N=NC=C2C1SC=C2)C2=NC=NC1=CC(=CC=C21)N2CCOCC2